3-Deaza-3-fluoro-adenosine FC1=CN=C(C=2N=CN([C@H]3[C@H](O)[C@H](O)[C@@H](CO)O3)C12)N